trans-4-((4-(2-Cyclopropyloxazol-4-yl)pyridin-2-yl)((trans-4-(5-methoxy-6-methylpyridin-2-yl)cyclohexyl) methyl)carbamoyl)cyclohexyl ((S)-1-hydroxypropan-2-yl)carbamate OC[C@H](C)NC(O[C@@H]1CC[C@H](CC1)C(N(C[C@@H]1CC[C@H](CC1)C1=NC(=C(C=C1)OC)C)C1=NC=CC(=C1)C=1N=C(OC1)C1CC1)=O)=O